N1C=C(C2=CC=CC=C12)C(CC#N)=O 3-(1H-indole-3-yl)-3-oxopropanenitrile